ClC=1C=C(CNCCCCOCCNC2=NC3=C(C4=CN=CC=C24)C=CC(=C3)C(=O)N)C=C(C1)[C@@H](C)C#N (R)-5-((2-(4-((3-chloro-5-(1-cyanoethyl)benzyl)amino)butoxy)ethyl)amino)benzo[c][2,6]naphthyridine-8-carboxamide